2-(Cycloheptyloxy)-1-(4-(trans-2-phenylcyclopropane-carbonyl)piperazin-1-yl)ethanone C1(CCCCCC1)OCC(=O)N1CCN(CC1)C(=O)[C@H]1[C@@H](C1)C1=CC=CC=C1